NC1=NC=CC=C1[C@H](C)NC(=O)C1=CC2=CC=CC(=C2C=C1)OC1=CC=C(C=C1)C(F)(F)F (S)-N-(1-(2-aminopyridin-3-yl)ethyl)-5-(4-(trifluoromethyl)phenoxy)-2-naphthamide